4-methyl-2-cyclohexene-1-ol CC1C=CC(CC1)O